FC1=CC=C(C=C1)C(N1CCN(CC1)C(=O)OC(C)(C)C)C1=CC=C(C=C1)OC tert-butyl 4-((4-fluorophenyl)(4-methoxyphenyl)methyl)piperazine-1-carboxylate